C(C)N1CCN(CC1)S(=O)(=O)C1=CC=C(C=C1)NC(C1=CC(=C(C=C1)OC)I)=O N-(4-((4-ethylpiperazin-1-yl)sulfonyl)phenyl)-3-iodo-4-methoxybenzamide